N1(C=NC=C1)CCC=1OC(=NN1)C=1C=C2C(=C(NC2=CC1)C1=CC(=C(C=C1)OC)OC)C(C)C 2-(2-(1H-imidazol-1-yl)ethyl)-5-(2-(3,4-dimethoxyphenyl)-3-isopropyl-1H-indol-5-yl)-1,3,4-oxadiazole